(3R,6S)-1-(2-(4-(tert-butyl)phenyl)acetyl)-6-methylpiperidine-3-carboxylic acid C(C)(C)(C)C1=CC=C(C=C1)CC(=O)N1C[C@@H](CC[C@@H]1C)C(=O)O